tert-Butyl (4-hydroxycyclohexyl)carbamate OC1CCC(CC1)NC(OC(C)(C)C)=O